[I-].OCC[N+](C1CC1)(C)C N-(2-hydroxyethyl)-N,N-dimethylcyclopropanaminium iodide